(S)-8'-(difluoromethoxy)-8-fluoro-6'-(trifluoromethyl)-3'H-spiro[chroman-4,2'-imidazo[1,2-a]pyridine] FC(OC=1C=2N(C=C(C1)C(F)(F)F)C[C@]1(N2)CCOC2=C(C=CC=C21)F)F